C(=O)(O)C1=C(OC(=C1C)CCC)C(=O)O 3-carboxy-4-methyl-5-propyl-2-furanoic acid